(4-fluorophenyl)-N-(3-(imidazo[1,2-b]pyridazin-3-ylethynyl)-4-methylphenyl)-1H-pyrazole-3-carboxamide FC1=CC=C(C=C1)N1N=C(C=C1)C(=O)NC1=CC(=C(C=C1)C)C#CC1=CN=C2N1N=CC=C2